N-[(2-methoxyphenyl)methyl]-1-[5-(pyridin-4-yl)-1H-pyrazole-3-carbonyl]piperidine-4-carboxamide COC1=C(C=CC=C1)CNC(=O)C1CCN(CC1)C(=O)C1=NNC(=C1)C1=CC=NC=C1